7-(D-phenylalanyl-D-leucyl-D-lysyl)-2-acetyl-2,7-diazaspiro[3.5]Nonane N[C@H](CC1=CC=CC=C1)C(=O)N[C@H](CC(C)C)C(=O)N[C@H](CCCCN)C(=O)N1CCC2(CN(C2)C(C)=O)CC1